[Ca].[N+](=O)([O-])[O-].[NH4+] ammonium nitrate, calcium salt